C(#N)C=1C=CC(=C(C1)C1=CC(=NC=C1C(=O)NC=1SC2=NC(=CC=C2N1)C1=CC=C(C=C1)N1S(CCC1)(=O)=O)C)OC 4-(5-cyano-2-methoxyphenyl)-N-(5-(4-(1,1-dioxidoisothiazolidin-2-yl)phenyl)thiazolo[5,4-b]pyridin-2-yl)-6-methylnicotinamide